COC1=C(C=CC=C1)C(O)(C=1NC2=CC=CC=C2C1C1=CC=CC=C1)C1=CC(=CC=C1)OC (2-methoxyphenyl)(3-methoxyphenyl)(3-phenyl-1H-indol-2-yl)methanol